C(C)(C)(C)OC(NC1=NC(=C(C=C1)F)COCC1=CC(=C(C(=C1)[N+](=O)[O-])OC)C1=NN(C=N1)C1CC1)=O (6-(((3-(1-Cyclopropyl-1H-1,2,4-triazol-3-yl)-4-methoxy-5-nitrophenylmethyl)oxy)methyl)-5-fluoropyridin-2-yl)carbamic acid tert-butyl ester